CN1CC(C1)NC(=O)C1=NN2C(N=C(C=C2C2=CC=CC=C2)N2CCCC2)=C1 N-(1-methylazetidin-3-yl)-7-phenyl-5-(pyrrolidin-1-yl)pyrazolo[1,5-a]pyrimidine-2-carboxamide